1-(propylsulfonyl)pyrrole C(CC)S(=O)(=O)N1C=CC=C1